ethyl 4-amino-2-(3-(isoquinolin-3-yl)-3,8-diazabicyclo[3.2.1]octan-8-yl)pyrimidine-5-carboxylate NC1=NC(=NC=C1C(=O)OCC)N1C2CN(CC1CC2)C=2N=CC1=CC=CC=C1C2